FC(C=1C=C(C=C(C1)C)[C@H]1CC2(CN(C2)C(=O)C2CC(C2)(C)O)CC1)F |r| (rac)-(6-(3-(Difluoromethyl)-5-methylphenyl)-2-azaspiro[3.4]octan-2-yl)((1s,3s)-3-hydroxy-3-methylcyclobutyl)methanon